C1(=C(C(=CC(=C1)C)C)[Mn]C1=C(C=C(C=C1C)C)C)C Bis(mesityl)manganese(II)